2-methyl-4-methylsulfonyl-5-(1,1,2,2,2-penta-fluoroethyl)pyrazole-3-carboxamide CN1N=C(C(=C1C(=O)N)S(=O)(=O)C)C(C(F)(F)F)(F)F